The molecule is an omega-hydroxy fatty acid ascaroside that is oscr#32 in which the pro-R hydrogen beta to the carboxy group is replaced by a hydroxy group. It is a metabolite of the nematode Caenorhabditis elegans. It has a role as a Caenorhabditis elegans metabolite. It is an omega-hydroxy fatty acid ascaroside, a 3-hydroxy carboxylic acid and a monocarboxylic acid. It derives from an oscr#32 and a (3R)-3,18-dihydroxyoctadecanoic acid. It is a conjugate acid of a bhos#32(1-). C[C@H]1[C@@H](C[C@H]([C@@H](O1)OCCCCCCCCCCCCCCC[C@H](CC(=O)O)O)O)O